3-methylbutanoyl 2-propylheptanoyl peroxide C(CC)C(C(=O)OOC(CC(C)C)=O)CCCCC